FC=1C=NC=2CC(NC(C2C1)=O)=O 3-fluoro-6,8-dihydro-1,6-naphthyridine-5,7-dione